ClC1=C(C=C(OCC(=O)NC23C[C@@H](C(CC2)(CC3)NC(COC=3C=NC(=CC3)C(F)(F)F)=O)O)C=C1)F 2-(4-chloro-3-fluorophenoxy)-N-[(3S)-3-hydroxy-4-(2-{[6-(trifluoromethyl)pyridin-3-yl]oxy}acetamido)bicyclo[2.2.2]octan-1-yl]acetamide